C(C)(C)(C)OOC(C)(C)C tert.-butylperoxide